1-((2S,4S)-4-((1-isobutyl-6-((5-methylthiazol-2-yl)amino)-1H-pyrrolo[3,2-c]pyridin-4-yl)oxy)-2-methylpyrrolidin-1-yl)prop-2-en-1-one C(C(C)C)N1C=CC=2C(=NC(=CC21)NC=2SC(=CN2)C)O[C@H]2C[C@@H](N(C2)C(C=C)=O)C